BrC=1C=C(C2=C(N(C(=N2)C)C2CN(C2)C(=O)OC(C)(C)C)C1)F Tert-Butyl 3-(6-bromo-4-fluoro-2-methyl-1H-benzimidazol-1-yl)azetidine-1-carboxylate